C(=C)(C)[S] isopropenylsulfur